C1(CC1)COC(N(C[C@H]1NCCC1)C1(CC1)C1=CC(=C(C=C1)F)C(F)(F)F)=O.N(=C=O)CCC[Si](OC)(OC)OC (3-isocyanatopropyl)trimethoxysilane Cyclopropylmethyl-(S)-(1-(4-fluoro-3-(trifluoromethyl)phenyl)cyclopropyl)(pyrrolidin-2-ylmethyl)-Carbamat